OC1=C(C=O)C=C(C=C1)C 2-hydroxy-5-methylbenzaldehyde